CN1CCC(CC1)NC1=NN2C(C=N1)=C(C=C2)C=2C=CC=1N(C2)C(=CN1)C(=O)N1CCCC1 (6-(2-((1-methylpiperidin-4-yl)amino)pyrrolo[2,1-f][1,2,4]triazin-5-yl)imidazo[1,2-a]pyridin-3-yl)(pyrrolidin-1-yl)methanone